morpholino(8-(2-(pyridin-4-yl)pyrido[3,4-d]pyrimidin-4-yl)-2,8-diazaspiro[4.5]decan-3-yl)methanone O1CCN(CC1)C(=O)C1NCC2(C1)CCN(CC2)C=2C1=C(N=C(N2)C2=CC=NC=C2)C=NC=C1